CC=1C(=C(C=CC1)C=1C(=NC2=CC=CC=C2C1)CC(C)C)C.CC=1C(=C(C=CC1)C=1C(=NC2=CC=CC=C2C1)CC(C)C)C.[Ir+3] iridium(III) bis[(dimethyl-phenyl)isobutylquinoline]